(S)-N-(2-(4-(1-acetyl-2-methyl-1,2,3,4-tetrahydroquinolin-6-yl)benzamido)ethyl)-2-(2-amino-pyrimidin-5-yl)-7-methyl-4-morpholinothieno[3,2-d]pyrimidine-6-carboxamide C(C)(=O)N1[C@H](CCC2=CC(=CC=C12)C1=CC=C(C(=O)NCCNC(=O)C2=C(C=3N=C(N=C(C3S2)N2CCOCC2)C=2C=NC(=NC2)N)C)C=C1)C